C(C)(C)(C)N1N=C(C=C1NC(OCC1=CC=CC=C1)=O)[C@@H]1C[C@H](CC1)O trans-benzyl (1-(tert-butyl)-3-(3-hydroxycyclopentyl)-1H-pyrazol-5-yl)carbamate